ClC1=C(OCC2OC2)C=CC(=C1)Cl 2-((2,4-dichlorophenoxy)methyl)oxirane